C([2H])([2H])([2H])N[C@@H](C)C=1C=C(C=NC1)N (S)-5-(1-((methyl-d3)amino)ethyl)pyridin-3-amine